(S)-2-((7-(5-fluoro-6-((2-fluoro-4-methylbenzyl)oxy)pyridin-2-yl)-5-fluoro-2,3-dihydrobenzofuran-4-yl)methyl)-4-methoxy-1-(oxetane-2-ylmethyl)-1H-benzo[d]imidazole-6-carboxylic acid FC=1C=CC(=NC1OCC1=C(C=C(C=C1)C)F)C1=CC(=C(C=2CCOC21)CC2=NC1=C(N2C[C@H]2OCC2)C=C(C=C1OC)C(=O)O)F